(S)-N-(4-(6-bromo-7-methyl-1H-indol-3-yl)-5-(trifluoromethyl)pyrimidin-2-yl)azepan-3-amine BrC1=CC=C2C(=CNC2=C1C)C1=NC(=NC=C1C(F)(F)F)N[C@@H]1CNCCCC1